N(C1=CC=CC=C1)C1=CC=CC2=CC=CC(=C12)S(=O)(=O)O L-1-anilino-8-naphthalenesulfonic Acid